methyl 5-[[(2R)-2-[4-(2-chloro-4-fluoro-phenyl)-2-oxo-chromen-7-yl]oxypropanoyl]amino]pyridine-3-carboxylate ClC1=C(C=CC(=C1)F)C1=CC(OC2=CC(=CC=C12)O[C@@H](C(=O)NC=1C=C(C=NC1)C(=O)OC)C)=O